Tert-butyl (4-((3-amino-5-methylpyridin-2-yl)oxy)-3-methoxyphenyl)carbamate NC=1C(=NC=C(C1)C)OC1=C(C=C(C=C1)NC(OC(C)(C)C)=O)OC